COC=1C=C(N=NC1OC)N1CCC(CC1)CN1CCC2(CN(C2)C=2N=CN=NC2OC2=C(C(=O)NCC)C=C(C=C2)F)CC1 2-((5-(7-((1-(5,6-dimethoxypyridazin-3-yl)piperidin-4-yl)methyl)-2,7-diazaspiro[3.5]nonan-2-yl)-1,2,4-triazin-6-yl)oxy)-N-ethyl-5-fluorobenzamide